(4R,5R)-2,5-DIMETHYLOCT-7-ENE-4-SULFONAMIDE CC(C)C[C@H]([C@@H](CC=C)C)S(=O)(=O)N